N-(1,4-dimethylpentyl)-N'-phenyl-p-phenylendiamin CC(CCC(C)C)NC1=CC=C(C=C1)NC1=CC=CC=C1